C(C)(C)(C)OO tertiary butylhydroperoxide